N-(3-Chloro-4-(trifluoromethyl)phenyl)-6-fluoro-3,4-dihydroisoquinoline ClC=1C=C(C=CC1C(F)(F)F)N1CC2=CC=C(C=C2CC1)F